2,4-DIOXO-1,2,3,4-TETRAHYDROPYRIMIDINE-5-CARBALDEHYDE O=C1NC=C(C(N1)=O)C=O